N1(CCCCC1)CC=1C=C(OCCCNC2=NS(C3=C2C=CC=C3)(=O)=O)C=CC1 N-(3-(3-((1-piperidinyl)methyl)phenoxy)propyl)-3-benzisothiazoleamine 1,1-dioxide